CC1=CC2=C(C(=C1)O)C(=O)C3=C(C2=O)C=C(C=C3O[C@H]4[C@@H]([C@H]([C@@H]([C@H](O4)CO[C@H]5[C@@H]([C@H]([C@@H]([C@H](O5)CO)O)O[C@H]6[C@@H]([C@H]([C@@H]([C@H](O6)CO[C@H]7[C@@H]([C@H]([C@@H]([C@H](O7)CO)O)O)O)O)O)O)O)O)O)O)OC The molecule is a monohydroxy-9,10-anthraquinone that is the tetrasaccharide derivative of physcion. Isolated from Cassia torosa, it exhibits inhibitory effect towards the release of leucotrienes. It has a role as a metabolite, a leukotriene antagonist and an anti-allergic agent. It is a tetrasaccharide derivative and a monohydroxyanthraquinone. It derives from a physcion.